N,N-dimethyl-3-[(9Z,12Z)-octadeca-9,12-diene-1-yloxy]propane-1-amine CN(CCCOCCCCCCCC\C=C/C\C=C/CCCCC)C